6-azaspiro[2.5]octane-6-carboxylic acid-1,1-dimethylethyl ester CC(C)(C)OC(=O)N1CCC2(CC2)CC1